BrC=1C=C2C(=NS(=NC2=C(C1)Br)(=O)C)N[C@@H](C)C1=NC=NN1C1=CC=C(C=N1)C#N 6-[5-[(1S)-1-[(8,10-dibromo-3-methyl-3-oxo-3λ6-thia-2,4-diazabicyclo[4.4.0]deca-1(10),2,4,6,8-pentaen-5-yl)amino]ethyl]-1,2,4-triazol-1-yl]pyridine-3-carbonitrile